2-(benzofuran-5-yloxy)-5-(tert-butyl)benzenesulfonic acid O1C=CC2=C1C=CC(=C2)OC2=C(C=C(C=C2)C(C)(C)C)S(=O)(=O)O